BrC=1C=C(OC2=CC=C(C=C2)NC(OCC=2C(=C3C(N(CC3=CC2)C2C(NC(CC2)=O)=O)=O)OC)=O)C=CC1 [2-(2,6-dioxopiperidin-3-yl)-4-methoxy-3-oxo-2,3-dihydro-1H-isoindol-5-yl]methyl N-[4-(3-bromophenoxy)phenyl]carbamate